O=C1NC(CCC1N1C(C2=CC=CC(=C2C1=O)NCCOCCC(=O)NC(C=1C=NC=CC1)C1=CC(=C2C=CC=NC2=C1O)C)=O)=O 3-(2-((2-(2,6-dioxo-piperidin-3-yl)-1,3-dioxoisoindolin-4-yl)amino)ethoxy)-N-((8-hydroxy-5-methylquinolin-7-yl)(pyridin-3-yl)-methyl)propan-amide